8-Bromo-3-formylindolizine-2-carboxylic acid ethyl ester C(C)OC(=O)C=1C=C2C(=CC=CN2C1C=O)Br